N-benzyl-5-(2-nitrophenyl)-2-(4-(trifluoromethyl)phenyl)oxazole-4-carboxamide C(C1=CC=CC=C1)NC(=O)C=1N=C(OC1C1=C(C=CC=C1)[N+](=O)[O-])C1=CC=C(C=C1)C(F)(F)F